N-(3-chlorophenyl)-1-(9-(pyridin-2-yl)-6-oxaspiro[4.5]decan-9-yl)methylamine hydrochloride Cl.ClC=1C=C(C=CC1)NCC1(CCOC2(CCCC2)C1)C1=NC=CC=C1